6-bromo-4-(8-(3,4-dichlorophenyl)-3,8-diazabicyclo[3.2.1]octane-3-carbonyl)quinolin-2(1H)-one BrC=1C=C2C(=CC(NC2=CC1)=O)C(=O)N1CC2CCC(C1)N2C2=CC(=C(C=C2)Cl)Cl